N-(2-methoxy-4-aminophenyl)-4-cyanobenzamide COC1=C(C=CC(=C1)N)NC(C1=CC=C(C=C1)C#N)=O